thienothiolane S1C=CC2=C1CCS2